CN1N=CC(=C1)C1=NN(C(=C1C)NC(=O)N[C@@H]1CN(C[C@H]1C1=C(C=NC=C1)F)CCOC)C1=CC=CC=C1 1-(1',4-dimethyl-1-phenyl-1h,1'h-[3,4'-bipyrazole]-5-yl)-3-((3s,4r)-4-(3-fluoropyridin-4-yl)-1-(2-methoxyethyl)pyrrolidin-3-yl)urea